F\C(\C(=O)OCC)=C/C1=C(C=CC=C1)NC(C1=CC(=CC=C1)C(F)(F)F)=O (Z)-ethyl 2-fluoro-3-(2-(3-(trifluoromethyl)benzamido)phenyl)acrylate